4-[5-(3-chlorophenyl)-1,3,4-oxadiazol-2-yl]piperidine ClC=1C=C(C=CC1)C1=NN=C(O1)C1CCNCC1